BrC=1SC=2N=CN=C(C2N1)N1[C@H](COCC1)C (S)-4-(2-bromothiazolo[5,4-d]pyrimidin-7-yl)-3-methylmorpholine